2-(7-((2S,5R)-4-(1-(5-(difluoromethyl)-1-methyl-1H-pyrazol-4-yl)ethyl)-2,5-diethylpiperazin-1-yl)-4-methyl-5-oxo-4,5-dihydro-2H-pyrazolo[4,3-b]pyridin-2-yl)acetonitrile FC(C1=C(C=NN1C)C(C)N1C[C@@H](N(C[C@H]1CC)C=1C=2C(N(C(C1)=O)C)=CN(N2)CC#N)CC)F